C1(=CC=C(C=C1)OCCOCCO)OCCOCCO 2'-[1,4-phenylenebis(oxy-2,1-ethanediyloxy)]diethanol